C(C)OC(=O)C=1C=NN2C1OCCC2 6,7-dihydro-5H-pyrazolo[5,1-B][1,3]oxazine-3-carboxylic acid ethyl ester